acryloyloxypropyldimethylmonoisopropoxysilane C(C=C)(=O)OCCC[Si](OC(C)C)(C)C